N-((3S,4S)-3-((6-(2,6-difluoro-3,5-dimethoxyphenyl)-8-((2,2,2-trifluoroethyl)amino)pyrido[3,4-d]pyrimidin-2-yl)amino)tetrahydro-2H-pyran-4-yl)acrylamide FC1=C(C(=C(C=C1OC)OC)F)C1=CC2=C(N=C(N=C2)N[C@@H]2COCC[C@@H]2NC(C=C)=O)C(=N1)NCC(F)(F)F